chloroisothiazolinone C1C(=O)C(=NS1)Cl